t-butyl 4,7-diazaspiro[2.5]octane-4-carboxylate C1CC12N(CCNC2)C(=O)OC(C)(C)C